O=C1NC(CCC1N1C(N(C2=C1C=CC(=C2)CC2CCC(CC2)CC(=O)OC(C)(C)C)C)=O)=O tert-butyl 2-(4-[[1-(2,6-dioxopiperidine-3-yl)-3-methyl-2-oxo-1,3-benzodiazol-5-yl] methyl]cyclohexyl)acetate